(E)-3-(6-chloro-3-pyridinyl)prop-2-enal ClC1=CC=C(C=N1)/C=C/C=O